The molecule is a polyatomic cation consisting of a dodecyl group and three phenyl groups attached to a central phosphonium. It is a polyatomic cation, a phosphorus molecular entity and a heteroorganic entity. CCCCCCCCCCCC[P+](C1=CC=CC=C1)(C2=CC=CC=C2)C3=CC=CC=C3